5-(4,4-difluoropiperidin-1-yl)pentanamide FC1(CCN(CC1)CCCCC(=O)N)F